5-[(1S,2S)-2-{[3-chloro-4-(1H-pyrrol-2-yl)phenyl]carbonyl}cyclopropyl]-2H-1,2,3,4-tetrazole ClC=1C=C(C=CC1C=1NC=CC1)C(=O)[C@@H]1[C@H](C1)C=1N=NNN1